alpha-ketoglutaric acid calcium salt [Ca+2].O=C(C(=O)[O-])CCC(=O)[O-]